allyl 1-[4-[[(2-isopropylphenyl)carbamothioylhydrazono]methyl]phenyl]-6,7-dihydro-4H-pyrano[4,3-c]pyrazole-3-carboxylate C(C)(C)C1=C(C=CC=C1)NC(=S)NN=CC1=CC=C(C=C1)N1N=C(C2=C1CCOC2)C(=O)OCC=C